N-(7-chloro-6-(1-(4-hydroxy-3-methyltetrahydrofuran-3-yl)piperidin-4-yl)isoquinolin-3-yl)-3-(pyridin-2-yl)cyclobutane-1-carboxamide ClC1=C(C=C2C=C(N=CC2=C1)NC(=O)C1CC(C1)C1=NC=CC=C1)C1CCN(CC1)C1(COCC1O)C